2-(4-((4-(Difluoromethoxy)-3-fluorophenyl)(4-methoxypyridin-3-yl)amino)piperidin-1-yl)pyrimidine-5-carbonitrile FC(OC1=C(C=C(C=C1)N(C1CCN(CC1)C1=NC=C(C=N1)C#N)C=1C=NC=CC1OC)F)F